(R)-11-(hydroxymethyl)-12-(3-methoxypropoxy)-3,3-dimethyl-8-oxo-2,3,8,13b-tetrahydro-1H-pyrido[2,1-a]pyrrolo[1,2-c]phthalazine-7-carboxylic acid OCC=1C(=CC=2[C@@H]3N(N4C(C2C1)=CC(C(=C4)C(=O)O)=O)C(CC3)(C)C)OCCCOC